C(C(=O)[O-])(=O)[O-].[Zr+4].C(C(=O)[O-])(=O)[O-] zirconium oxalate